C(C1=CC=CC=C1)(=O)[C@@]12[C@@](N(C=3C=CC=CC13)C(C)=O)(C[C@@H]2C2=NC=C(C=C2)C)C 1-((1S,2aS,7bR)-7b-benzoyl-2a-methyl-1-(5-methylpyridin-2-yl)-1,2,2a,7b-tetrahydro-3H-cyclobuta[b]indol-3-yl)ethan-1-one